6-(3,4,5-Trihydroxybenzylamino)-9-β-D-arabinofuranosylpurin OC=1C=C(CNC2=C3N=CN(C3=NC=N2)[C@H]2[C@@H](O)[C@H](O)[C@H](O2)CO)C=C(C1O)O